ClC=1NC(=CC1CC)B1OC(C(O1)(C)C)(C)C 2-chloro-3-ethyl-5-(4,4,5,5-tetramethyl-1,3,2-dioxaborolan-2-yl)-1H-pyrrol